2-(3,3-Difluorocyclopentyl)-2-(4-(2-methyl-2H-tetrazol-5-yl)phenyl)-N-(3-propylisoxazol-5-yl)acetamide FC1(CC(CC1)C(C(=O)NC1=CC(=NO1)CCC)C1=CC=C(C=C1)C=1N=NN(N1)C)F